tert-butyl N-[2-[(4-bromo-2-methyl-pyrazol-3-yl)methylamino]ethyl]-N-methyl-carbamate BrC1=C(N(N=C1)C)CNCCN(C(OC(C)(C)C)=O)C